Pentamethyldichlorotrisilane C[SiH]([Si]([Si](C)(C)C)(Cl)Cl)C